bis(triphenylphosphoranyl)palladium (IV) chloride C1(=CC=CC=C1)P(C1=CC=CC=C1)(C1=CC=CC=C1)[Pd](P(C1=CC=CC=C1)(C1=CC=CC=C1)C1=CC=CC=C1)(Cl)Cl